2-morpholin-4-yl-ethanesulfonic acid {4-[5-amino-6-(2-chloro-3,6-difluoro-benzyloxy)-pyrazin-2-yl]-phenyl}-amide NC=1N=CC(=NC1OCC1=C(C(=CC=C1F)F)Cl)C1=CC=C(C=C1)NS(=O)(=O)CCN1CCOCC1